(S)-binaphthol phosphoramidite chloride [Cl-].[P@@]([O-])(N)OC=1C(=C2C=CC=CC2=CC1)C1=CC=CC2=CC=CC=C12